COC(=O)C=1C=C(C2=C(N=C(O2)C2=C(C(=NC=C2)Cl)C(F)(F)F)C1)Cl 7-chloro-2-(2-chloro-3-(trifluoromethyl)pyridin-4-yl)benzo[d]oxazole-5-carboxylic acid methyl ester